4-methoxybenzaldehyde COC1=CC=C(C=O)C=C1